P1(OCO1)=O 5'-methylene phosphonate